P(=O)(OCCOC(C(=C)C)=O)(OC1=CC=C(C=C1)OC)O 2-methacryloyloxyethyl (4-methoxyphenyl) hydrogen phosphate